N-(2-methylpentan-3-yl)benzene-1,4-diamine CC(C)C(CC)NC1=CC=C(C=C1)N